CC(C)C(CCCC)O 2-Methyl-3-heptanol